OC=1C=C(C=CC1O)\C=C/C(=O)OC\C=C\C1=CC=CC=C1 (E)-(Z)-3-phenylallyl 3-(3,4-dihydroxyphenyl)acrylate